BrC(C(=O)N)CC Bromobutyramid